4-Amino-butyl-trimethoxysilan NCCCC[Si](OC)(OC)OC